2-(2,6-dimethoxy-4-methylphenyl)cyclopent-4-ene-1,3-dione COC1=C(C(=CC(=C1)C)OC)C1C(C=CC1=O)=O